CC=1N(C2=CC=CC=C2C1)CC1=NC=NO1 5-((2-methyl-1H-indol-1-yl)methyl)-1,2,4-oxadiazol